COC=1C=C(C=C2C=CC3(N(C4=CC=CC=C4C3(C)C)C(C(=O)O)C)OC12)[N+](=O)[O-] 2-(8-methoxy-3',3'-dimethyl-6-nitrospiro[chromene-2,2'-indol]-1'-yl)propionic acid